C(C)(C)(C)N(C(O)=O)CC1=CC(=CC(=C1)OC)F.BrC1=CC=C(C=C1)C1=NC2=CC=CC=C2C=N1 2-(4-bromophenyl)quinazoline tert-butyl-(3-fluoro-5-methoxybenzyl)carbamate